NCCCNCCNCCNCCCN N'-{2-[2-(3-Amino-propylamino)-ethylamino]-ethyl}-propane-1,3-diamine